FC1=CC=C(C=C1)NC1=NC=C(C(=N1)NC1=CSC2=C1C(N(C=C2)C)=O)C(=O)NC([2H])([2H])[2H] ((4-fluorophenyl)amino)-N-(methyl-d3)-4-((5-methyl-4-oxo-4,5-dihydrothieno[3,2-c]pyridin-3-yl)amino)pyrimidine-5-carboxamide